(S)-5-Oxopyrrolidine-3-carboxylic acid {1-(4-chlorophenyl)-5-[3-((R)-2,2,2-trifluoro-1-methylethoxymethyl)phenyl]-1H-pyrazol-3-yl}amide ClC1=CC=C(C=C1)N1N=C(C=C1C1=CC(=CC=C1)CO[C@@H](C(F)(F)F)C)NC(=O)[C@@H]1CNC(C1)=O